2-(3-oxo-3-(4-(5-(trifluoromethyl)pyrimidin-2-yl)piperazin-1-yl)propyl)pyrrolidin O=C(CCC1NCCC1)N1CCN(CC1)C1=NC=C(C=N1)C(F)(F)F